CN1CC=CC=C1 1-methyl-1,2-dihydropyridin